BrC1=CC=C(C[C@@H]2N(CCN(CCN(CCN(C2)CC(=O)OC(C)(C)C)CC(=O)OC(C)(C)C)CC(=O)OC(C)(C)C)CC(=O)OC(C)(C)C)C=C1 (S)-tetra-tert-butyl 2,2',2'',2'''-(2-(4-bromobenzyl)-1,4,7,10-tetra-azacyclododecane-1,4,7,10-tetrayl)tetraacetate